ClC1=NC=CC(=C1)C1=CC(=NN1)C1=CC=C(C=C1)N1CC(C1)F 2-chloro-4-{3-[4-(3-fluoroazetidin-1-yl)phenyl]-1H-pyrazol-5-yl}pyridine